C(C1=CC=CC=C1)OC(C(CCN(C(=O)OCCl)CC(=O)OC(C)(C)C)(C)C)=O.OC(C(C(C#CC)(C)C)(C)O)CCCCC dihydroxytetramethyl-decyne benzyl-4-((2-(tert-butoxy)-2-oxoethyl)((chloromethoxy)carbonyl)amino)-2,2-dimethylbutanoate